CN(CCCOC1=NC=C(C=C1C1=C(C=CC=C1)S(=O)(=O)N)C1=CC=2C3=C(C=NC2C=C1)N(C(C31CC1)=O)C)C (2-(3-(dimethylamino)propoxy)-5-(3'-methyl-2'-oxo-2',3'-dihydrospiro[cyclopropane-1,1'-pyrrolo[2,3-c]quinolin]-8'-yl)pyridin-3-yl)benzenesulfonamide